sodium formyl-β-formamidopropionitrile C(=O)C(C#N)CNC=O.[Na]